1-dodecyl-3-butylpyrrolium cyanide [C-]#N.C(CCCCCCCCCCC)[NH+]1C=C(C=C1)CCCC